5-bromo-4-methyl-1-[[2-(trimethylsilyl)ethoxy]methyl]indazole BrC=1C(=C2C=NN(C2=CC1)COCC[Si](C)(C)C)C